BrC1=C(C(=C(N)C(=C1)F)[N+](=O)[O-])C(C)C 4-bromo-6-fluoro-3-isopropyl-2-nitroaniline